Cl.Cl.N[C@H](C(=O)OCC1=CC(=NC(=C1)Cl)Cl)CN(C1=CC=CC=C1)C (2,6-Dichloropyridin-4-yl)methyl (S)-2-amino-3-(methyl(phenyl)amino)propanoate dihydrochloride